The molecule is a dinitrotoluene in which the methyl group is ortho to one of the nitro groups and para to the other. It is the most common isomer of dinitrotoluene. CC1=C(C=C(C=C1)[N+](=O)[O-])[N+](=O)[O-]